COC(CCC1=CC2=CC=C(C=C2C=C1)B1OC(C(O1)(C)C)(C)C)=O 3-[6-(4,4,5,5-tetramethyl-[1,3,2]dioxaborolan-2-yl)-naphthalen-2-yl]-propionic acid methyl ester